(S)-quinuclidin-3-yl (7-(5-chloro-6-methoxypyridin-3-yl)-3,3-dimethylchroman-4-yl)carbamate ClC=1C=C(C=NC1OC)C1=CC=C2C(C(COC2=C1)(C)C)NC(O[C@@H]1CN2CCC1CC2)=O